N-((4-methoxyphenyl)(methyl)(oxo)-λ6-sulfaneylidene)-5-(5-(trifluoromethyl)-1,2,4-oxadiazol-3-yl)pyrimidine-2-carboxamide COC1=CC=C(C=C1)S(=NC(=O)C1=NC=C(C=N1)C1=NOC(=N1)C(F)(F)F)(=O)C